2,4-Diphenyl-6-(3-(10-(pyridin-2-yl)anthracen-9-yl)phenyl)-1,3,5-triazine C1(=CC=CC=C1)C1=NC(=NC(=N1)C1=CC=CC=C1)C1=CC(=CC=C1)C=1C2=CC=CC=C2C(=C2C=CC=CC12)C1=NC=CC=C1